[Si](C)(C)(C(C)(C)C)OCC(CC1(N(CC[C@H]1OC)C(=O)OC(C)(C)C)C(=O)OC)=C 1-(tert-butyl) 2-methyl (3R)-2-(2-(((tert-butyldimethylsilyl) oxy) methyl) allyl)-3-methoxypyrrolidine-1,2-dicarboxylate